N-methylimidazo[1,5-a]pyrazine-1-carboxamide CNC(=O)C=1N=CN2C1C=NC=C2